CC(C(C=CC)=O)=C(C(C)C)C 5,6,7-trimethyloctan-2,5-dien-4-one